3-(4-chloro-3-fluorophenyl)-3-hydroxyazetidine trifluoroacetate FC(C(=O)O)(F)F.ClC1=C(C=C(C=C1)C1(CNC1)O)F